NC1=C(C=C(C=N1)NC(C(N1C(CCCC1)C=1C=C2C3(C(NC2=CC1)=O)CC3)=O)=O)CC N-(6-amino-5-ethylpyridin-3-yl)-2-oxo-2-(2-(2'-oxospiro[cyclopropane-1,3'-indolin]-5'-yl)piperidin-1-yl)acetamide